C(C)OC(=O)C=1C=NC(=NC1)N1CCN(CC1)C(C(=O)O)CCCCCCC (4-(5-(ethoxycarbonyl)pyrimidin-2-yl)piperazin-1-yl)nonanoic acid